C1(CCCCC1)C=1[C-](C=CC1)C(=O)N.[CH-]1C=CC=C1.[Fe+2] cyclohexylferrocenecarboxamide